COC(=O)[C@]12CC([C@@H](CC1)C2)O (1R,4S)-3-hydroxybicyclo[2.2.1]heptane-1-carboxylic acid methyl ester